5,13,17-trimethyltetratriacontane CC(CCCC)CCCCCCCC(CCCC(CCCCCCCCCCCCCCCCC)C)C